C[C@@H]1CN(C[C@@H](O1)C)C1=CC=CC(=N1)C=1N=C2C(=NC1)C=NC=C2 2-[6-[(2R,6S)-2,6-dimethylmorpholin-4-yl]-2-pyridyl]pyrido[3,4-b]pyrazin